CSC=1N=C(C2=C(N1)CCS2)O 2-(methylthio)-6,7-dihydrothieno[3,2-d]pyrimidin-4-ol